C[C@]12CC(C[C@](CC1)(N2)C)N(C=2SC1=C(C=NC(=C1)C1=CC3=CN(N=C3C(=C1)C#N)C)N2)C 5-(2-{[(1R,3s,5S)-1,5-Dimethyl-8-azabicyclo[3.2.1]octan-3-yl](methyl)amino}[1,3]thiazolo[4,5-c]pyridin-6-yl)-2-methyl-2H-indazol-7-carbonitril